5-decanol CCCCC(CCCCC)O